NCC1(CCN(CC1)C1=C(C(=C(C(=N1)SC(C(=O)N)C1=CC=CC=C1)C#N)C1CC1)C#N)O 2-((6-(4-(aminomethyl)-4-hydroxypiperidin-1-yl)-3,5-dicyano-4-cyclopropylpyridin-2-yl)sulfanyl)-2-phenylacetamide